ClC=1C=C(CNC(C(OC)OC)=O)C=CC1F N-(3-chloro-4-fluorobenzyl)-2,2-dimethoxyacetamide